NC1=CSC2=NC=CC(=C21)NC2=C(C(=C(C=C2)OC2=CC=CC=C2)F)C E-3-amino-4-((3-fluoro-2-methyl-4-phenoxyphenyl)amino)thieno[2,3-b]Pyridine